1-(6-bromohexyl)-4-vinylbenzene BrCCCCCCC1=CC=C(C=C1)C=C